(1r,4r)-4-(3-Chloroanilino)-2'-{3-[(3,4-dihydro-2H-1-benzopyran-4-yl)oxy]propyl}-2',3'-dihydrospiro[cyclohexane-1,1'-indene]-4-carboxylic acid ClC=1C=C(NC2(CCC3(C(CC4=CC=CC=C34)CCCO[C@@H]3CCOC4=C3C=CC=C4)CC2)C(=O)O)C=CC1